[Pm][P] promethiophosphorus